[Br-].[Br-].C1(=CC=C(C=C1)C[N+]1=CC=CC=C1)C[N+]1=CC=CC=C1 1'-[1,4-phenylenebis(methylene)]bis(1-pyridinium) Dibromide